N(=C=O)CCC[Si](OCC)(OCC)OCC γ-(isocyanato)propyltriethoxysilane